(4-bromothiazol-2-yl)-6-methylnicotinamide BrC=1N=C(SC1)C1=C(C(=O)N)C=CC(=N1)C